FC1=C(C=CC(=C1)C(F)(F)F)C1(CC1)C(=O)NC=1C=CC(=C(C(=O)OC)C1)C=1C=NN(C1)C(C)C Methyl 5-[({1-[2-fluoro-4-(trifluoromethyl) phenyl]cyclopropyl}carbonyl) amino]-2-(1-isopropyl-1H-pyrazol-4-yl)benzoate